FC=1C(=NC(=NC1)NC1CCN(CC1)C(=O)OC1CC2(C1)CC(C2)N2CCC(CC2)C2=C(C=C(C=C2)N)F)C2=CC(=CC=C2)N2C(C=CC=C2)=O 6-(4-(4-amino-2-fluorophenyl)piperidin-1-yl)spiro[3.3]heptan-2-yl 4-((5-fluoro-4-(3-(2-oxopyridin-1(2H)-yl)phenyl)pyrimidin-2-yl)amino)piperidine-1-carboxylate